CN1N=C(C2=C1C(N(CC2)CC2(CC2)S(=O)(=O)C2(CC2)C)=O)C(=O)O 1-methyl-6-((1-((1-methylcyclopropyl)sulfonyl)cyclopropyl)methyl)-7-oxo-4,5,6,7-tetrahydro-1H-pyrazolo[3,4-c]pyridine-3-carboxylic acid